tert-Butyl ((6-(3-iodophenoxy)pyridin-3-yl)methyl)carbamate IC=1C=C(OC2=CC=C(C=N2)CNC(OC(C)(C)C)=O)C=CC1